(S)-5-(2-fluoro-3-methylphenyl)-1-(1-(6-ethoxy-5-methoxypyridin-2-yl)-2-(methylsulfonyl)ethyl)-3-methyl-1H-benzo[d]imidazol-2(3H)-one FC1=C(C=CC=C1C)C1=CC2=C(N(C(N2C)=O)[C@H](CS(=O)(=O)C)C2=NC(=C(C=C2)OC)OCC)C=C1